OC1=CC=C(C=C1)C(=C(CC)C1=CC=C(C=C1)O)C1=CC=C(C=C1)N1CCC(CC1)CN1CC2N(C(C1)C2)C=2C=C1C(N(C(C1=CC2)=O)C2C(NC(CC2)=O)=O)=O 5-(3-((1-(4-(1,2-bis(4-hydroxyphenyl)but-1-en-1-yl)phenyl)piperidin-4-yl)methyl)-3,6-diazabicyclo[3.1.1]heptan-6-yl)-2-(2,6-dioxopiperidin-3-yl)isoindoline-1,3-dione